4-amino-1-(4-((5-fluoro-2-methoxybenzamido)methyl)phenyl)-3-(tetrahydrofuran-3-yl)-1H-pyrazole-5-carboxylic acid NC=1C(=NN(C1C(=O)O)C1=CC=C(C=C1)CNC(C1=C(C=CC(=C1)F)OC)=O)C1COCC1